C1(CC1)C=1NC(=NN1)C1CC2(CN(C2)C(=O)N2CC(C2)COC2=C(C=C(C=C2)C(F)(F)F)F)C1 [6-(5-cyclopropyl-4H-1,2,4-triazol-3-yl)-2-azaspiro[3.3]heptan-2-yl]-[3-[[2-fluoro-4-(trifluoromethyl)phenoxy]methyl]azetidin-1-yl]methanone